(E)-N-(4-(1-(4-(1-(4-((2-(2,6-dioxopiperidin-3-yl)-1-oxoisoindoline-4-yl)thio)butyl)piperidin-4-yl)benzoyl)piperidin-4-yl)butyl)-3-(pyridin-3-yl)acrylamide O=C1NC(CCC1N1C(C2=CC=CC(=C2C1)SCCCCN1CCC(CC1)C1=CC=C(C(=O)N2CCC(CC2)CCCCNC(\C=C\C=2C=NC=CC2)=O)C=C1)=O)=O